1,4-dichloro-2,5-dimethoxybenzene Methyl-2-(4-fluoro-2,6-dimethylbenzoyl)-3-(4-((1-(3-fluoropropyl)azetidin-3-yl)oxy)phenoxy)benzo[b]thiophene-6-carboxylate COC(=O)C=1C=CC2=C(SC(=C2OC2=CC=C(C=C2)OC2CN(C2)CCCF)C(C2=C(C=C(C=C2C)F)C)=O)C1.ClC1=C(C=C(C(=C1)OC)Cl)OC